2-sec.Butyl-3-methoxypyrazine C(C)(CC)C1=NC=CN=C1OC